2-(6-cyano-2-oxo-3,4-dihydroquinolin-1(2H)-yl)acetamide C(#N)C=1C=C2CCC(N(C2=CC1)CC(=O)N)=O